4,6-difluoro-5-methylpyrimidine FC1=NC=NC(=C1C)F